C1(CCCC1)C1=CC(=NN1)NC1=NC(=NC=C1)N1C2CC(C1)(C2)CNCCCS(=O)(=O)C N-(5-cyclopentyl-1H-pyrazol-3-yl)-2-[4-[(3-methylsulfonylpropylamino)methyl]-2-azabicyclo[2.1.1]hex-2-yl]pyrimidin-4-amine